N-methyl-difluoropiperidine CN1CCC(CC1)(F)F